C(C)(C)(C)OC(=O)NC1=CC(=C(C=C1C1CC1)N1CCN(CC1)C(=O)OC(C)(C)C)C#N tert-Butyl 4-(4-((tert-butoxycarbonyl)amino)-2-cyano-5-cyclopropylphenyl)piperazine-1-carboxylate